C\C(=C/CCC(=C)C1CC1)\CCC=C(C)C [(4E)-5,9-dimethyl-1-methylene-4,8-decadien-1-yl]cyclopropane